COC=1C=C(C=CC1OC)C=1NC2=CC=C(C=C2C1CC)C(=O)NC=1C=NN(C1)C1COC1 2-(3,4-dimethoxyphenyl)-3-ethyl-N-(1-(oxetan-3-yl)-1H-pyrazol-4-yl)-1H-indole-5-carboxamide